[N-](S(=O)(=O)C(F)(F)F)S(=O)(=O)C(F)(F)F.CC=1CN(C=CC1)CCC 3-Methyl-1-Propylpyridin bis(trifluoromethylsulfonyl)imid